6-(2-(4-chlorobenzofuran-7-yl)ethoxy)-3',6'-dihydro-[2,4'-bipyridine] ClC1=CC=C(C2=C1C=CO2)CCOC2=CC=CC(=N2)C=2CC=NCC2